2-chloro-7-oxa-bicyclo[4.1.0]heptane ClC1C2OC2CCC1